C12CC(CC2C1)OC1=C(C=C(C=C1F)NC(=O)C=1N=C(OC1CCF)N1CC(C1)(CC)CC)F N-(4-(cis-bicyclo[3.1.0]hexane-3-yloxy)-3,5-difluorophenyl)-2-(3,3-diethylazetidin-1-yl)-5-(2-fluoroethyl)oxazole-4-carboxamide